C(C)(C)(CC(C)(C)C)[Li] tert-octyllithium